tert-Butyl 2-[4-{5-chloro-2-[5-(trifluoromethyl)-1,2-oxazol-3-yl]phenyl}-5-methoxy-2-oxopyridin-1(2H)-yl]butanoate ClC=1C=CC(=C(C1)C1=CC(N(C=C1OC)C(C(=O)OC(C)(C)C)CC)=O)C1=NOC(=C1)C(F)(F)F